CSC#C[C@@H](C)NC(OC(C)(C)C)=O tert-butyl (R)-(4-(methylthio)but-3-yn-2-yl)carbamate